CC(CC(C(=O)O)=C)C.C(C=C)(=O)OCC(C)C isobutyl acrylate (2-methylpropyl acrylate)